1,3-dimethylhexahydropyrimidine CN1CN(CCC1)C